2-isobutoxy-4,6-dimethylphenol C(C(C)C)OC1=C(C(=CC(=C1)C)C)O